Racemic-1-(4-chloro-2-methoxyphenyl)-3-(isoquinolin-4-yl)-2-oxoimidazolidine-4-carbonitrile ClC1=CC(=C(C=C1)N1C(N([C@H](C1)C#N)C1=CN=CC2=CC=CC=C12)=O)OC |r|